3-[2-(4-cyanophenyl)-1H-indol-3-yl]-N-[(3S,4R)-4-hydroxy-2-oxo-pyrrolidin-3-yl]propionamide C(#N)C1=CC=C(C=C1)C=1NC2=CC=CC=C2C1CCC(=O)N[C@@H]1C(NC[C@H]1O)=O